1,2-Bis(((5-(4-(Trifluoromethyl)phenethyl)-1,4,5,6-tetrahydro-1,3,5-triazin-2-yl)thio)methyl)benzene FC(C1=CC=C(CCN2CN=C(NC2)SCC2=C(C=CC=C2)CSC=2NCN(CN2)CCC2=CC=C(C=C2)C(F)(F)F)C=C1)(F)F